C1(=C(C(=C(C=2[Se]C=3C(C21)=CC=C(C3[2H])[2H])[2H])[2H])[2H])[2H] dibenzoselenophene-d6